COC1=CC2=C(C(OC(N2C)=O)=O)C=C1 7-Methoxy-1-methyl-2H-3,1-benzoxazine-2,4(1H)-dione